(S)-N-(4-(4-amino-7-(2-(difluoromethyl)pyridin-4-yl)-1-methyl-1H-pyrazolo[4,3-c]pyridin-3-yl)-2-(1-(4-fluorophenyl)ethoxy)phenyl)-1,1-difluoromethanesulfonamide NC1=NC=C(C2=C1C(=NN2C)C2=CC(=C(C=C2)NS(=O)(=O)C(F)F)O[C@@H](C)C2=CC=C(C=C2)F)C2=CC(=NC=C2)C(F)F